di(isocyanatoethyl) phthalate C(C=1C(C(=O)OCCN=C=O)=CC=CC1)(=O)OCCN=C=O